The molecule is a phosphatidylcholine 29:0 in which the fatty acyl groups at positions 1 and 2 are specified as tetradecanoyl and pentadecanoyl respectively It has a role as a Papio hamadryas metabolite. CCCCCCCCCCCCCCC(=O)O[C@H](COC(=O)CCCCCCCCCCCCC)COP(=O)([O-])OCC[N+](C)(C)C